C(C)NC(=O)C1=C(N(C2=CC=C(C(=C12)CN1CCCCC1)O)C1=CC=CC=C1)C1=CC=C(C=C1)O n-ethyl-5-hydroxy-2-(4-hydroxyphenyl)-1-phenyl-4-(piperidin-1-ylmethyl)-1H-indole-3-carboxamide